C(C)N1C(=NC(=C1)C)/C=C/S(=O)(=O)NC(NC1=C2CCCC2=CC=2CCCC12)=O (E)-2-(1-ethyl-4-methyl-1H-imidazol-2-yl)-N-((1,2,3,5,6,7-hexahydro-s-indacen-4-yl)carbamoyl)ethenesulfonamide